FC1=C(C(=CC=C1)F)NC(C1=C(C=C(C(=C1)F)N1N=C2N(CCC(C2)O)C1=O)O[C@H](C(F)(F)F)C)=O N-(2,6-difluorophenyl)-5-fluoro-4-(7-hydroxy-3-oxo-5,6,7,8-tetrahydro[1,2,4]triazolo[4,3-a]pyridin-2(3H)-yl)-2-{[(2S)-1,1,1-trifluoropropan-2-yl]oxy}benzamide